COC1=CC=C(C(C2=CC=C(C=C2)OC)(C2=CC=CC=C2)OC[C@@H]2[C@H]([C@H]([C@@H](O2)N2C(=O)NC(=O)C=C2)OC)O)C=C1 5'-O-(4,4'-Dimethoxytrityl)-2'-O-methyl-uridine